2-(2-pyridyl)ethylamine N1=C(C=CC=C1)CCN